palladium (0) bis(tri-o-tolylphosphine) C1(=C(C=CC=C1)P(C1=C(C=CC=C1)C)C1=C(C=CC=C1)C)C.C1(=C(C=CC=C1)P(C1=C(C=CC=C1)C)C1=C(C=CC=C1)C)C.[Pd]